OC1=C(C=C(C=C1C(C)(C)C)C(C)(C)C)N1N=C2C(=N1)C=CC=C2 2-(2'-hydroxy-3',5'-di-tert-butylphenyl)-benzotriazol